Benzyl (3S)-2-[(E)-3-(4-chloro-2-fluoro-phenyl)prop-2-enoyl]-3-[[(S)-2-methoxy-2-oxo-1-[[(3S)-2-oxopyrrolidin-3-yl]methyl]ethyl]carbamoyl]hexahydropyridazine-1-carboxylate ClC1=CC(=C(C=C1)/C=C/C(=O)N1N(CCC[C@H]1C(N[C@H](C(=O)OC)C[C@H]1C(NCC1)=O)=O)C(=O)OCC1=CC=CC=C1)F